BrC(C)(C)C 2-Bromo-2-methylpropane